tert-butyl (3S,5S)-3-{[6-chloro-8-(methoxycarbonyl) pyrido[3,2-d]pyrimidin-4-yl] amino}-5-fluoropiperidine-1-carboxylate ClC=1C=C(C=2N=CN=C(C2N1)N[C@@H]1CN(C[C@H](C1)F)C(=O)OC(C)(C)C)C(=O)OC